4-(3-((2-((4-(4-methylpiperazin-1-yl)-2-(trifluoromethyl)phenyl)amino)-5-(trifluoromethyl)pyridin-4-yl)amino)propyl)-1,4-oxazepan-5-one CN1CCN(CC1)C1=CC(=C(C=C1)NC1=NC=C(C(=C1)NCCCN1CCOCCC1=O)C(F)(F)F)C(F)(F)F